β-L-arginyl-2,3-diaminopropionic acid-N-palmityl-N-oleyl-amide trihydrochloride Cl.Cl.Cl.C(CCCCCCCCCCCCCCC)N(C(C(C(N)C([C@@H](N)CCCNC(N)=N)=O)N)=O)CCCCCCCC\C=C/CCCCCCCC